((3aR,5S,6S,6aR)-6-(3,4-dihydroisoquinolin-2(1H)-yl)-2,2-dimethyltetrahydrofuro[2,3-d][1,3]dioxol-5-yl)methanol C1N(CCC2=CC=CC=C12)[C@H]1[C@H](O[C@@H]2OC(O[C@@H]21)(C)C)CO